2-Azaspiro[3.3]heptane-6-sulfonamide, trifluoroacetic acid salt FC(C(=O)O)(F)F.C1NCC12CC(C2)S(=O)(=O)N